C1(=CC=CC=C1)C(C)NC1=C(C=NC2=CC=C(C=C12)B1OC(C(O1)(C)C)(C)C)C#N 4-(1-phenylethylamino)-6-(4,4,5,5-tetramethyl-1,3,2-dioxaborolan-2-yl)quinoline-3-carbonitrile